[Br-].C[NH+]1CCCC1 N-methyl-N-pyrrolidinium bromide